pentyl ((perfluorophenoxy)(phenoxy)phosphoryl)-L-alaninate FC1=C(OP(=O)(OC2=CC=CC=C2)N[C@@H](C)C(=O)OCCCCC)C(=C(C(=C1F)F)F)F